1-(3-bromophenyl)-1,2,3-triazole BrC=1C=C(C=CC1)N1N=NC=C1